dimethyl azobisisovalerate N(=NC(C(=O)OC)C(C)C)C(C(=O)OC)C(C)C